CC=1C=C(C=C2CC3(CN(C3)C(=O)OC(C)(C)C)CC2)C=CC1 tert-Butyl 6-(3-methylbenzylidene)-2-azaspiro[3.4]octane-2-carboxylate